Cl.C(C)SC=1C=2N(C=CC1)C(=NC2)C(C)(C)NC(=O)C2[C@H]1CNC[C@@H]21 (1R,5S,6r)-N-(2-(8-(ethylsulfanyl)imidazo[1,5-a]pyridin-3-yl)propan-2-yl)-3-azabicyclo[3.1.0]hexane-6-carboxamide hydrochloride